2,2'-Methylenbis(6-(2H-benzotriazol-2-yl)-4-(1,1,3,3-tetramethylbutyl)phenol) C(C1=C(C(=CC(=C1)C(CC(C)(C)C)(C)C)N1N=C2C(=N1)C=CC=C2)O)C2=C(C(=CC(=C2)C(CC(C)(C)C)(C)C)N2N=C1C(=N2)C=CC=C1)O